N-(4-Methoxyphenyl)-2-oxo-2-(4-phenylpiperazin-1-yl)acetamide COC1=CC=C(C=C1)NC(C(N1CCN(CC1)C1=CC=CC=C1)=O)=O